Methyl (R)-2-((tert-butoxycarbonyl)amino)-2-(4-hydroxyphenyl)acetate C(C)(C)(C)OC(=O)N[C@@H](C(=O)OC)C1=CC=C(C=C1)O